C(C)(=O)C=1N=C(SC1)S(=O)(=O)Cl acetyl-thiazolesulfonyl chloride